5-hydroxy-6-((R)-5H-imidazo[5,1-a]isoindol-5-yl)-N-methyl-5,6,7,8-tetrahydronaphthalene-2-carboxamide OC1C=2C=CC(=CC2CCC1[C@H]1N2C(C3=CC=CC=C13)=CN=C2)C(=O)NC